(R)-5-(1-(2-chloro-3-fluorophenyl)ethyl)-6-fluoro-3-(((3-fluoropyridin-2-yl)methyl)amino)-4H-benzo[e][1,2,4]thiadiazine 1,1-dioxide ClC1=C(C=CC=C1F)[C@H](C)C1=C(C=CC2=C1NC(=NS2(=O)=O)NCC2=NC=CC=C2F)F